ClC1=CC=C(C=C1)[C@@]1(N(C(C2=CC(=CC=C12)C(COC1CCNCC1)(C)O)=O)CC1=NC=C(C=C1)Cl)OC (3R)-3-(4-chlorophenyl)-2-[(5-chloropyridin-2-yl)methyl]-6-[2-hydroxy-1-(piperidin-4-yloxy)propan-2-yl]-3-methoxy-2,3-dihydro-1H-isoindol-1-one